8-bromo-7-chloro-chroman BrC=1C(=CC=C2CCCOC12)Cl